3-(1-(4-(Trifluoromethyl)phenyl)-1H-pyrazolo(3,4-d)thiazol-3-yl)-1,2,4-oxadiazol-5(4H)-one FC(C1=CC=C(C=C1)N1N=C(C2=C1N=CS2)C2=NOC(N2)=O)(F)F